COC1=CC=C(C=C1)N1C(=NC2=C(C1=O)CCNC2)C2=CC=CC=C2 3-(4-methoxyphenyl)-2-phenyl-5,6,7,8-tetrahydropyrido[3,4-d]pyrimidin-4(3H)-one